(1R,2R,3aS,10aR)-2-hydroxy-1-[(1E,3R,4R)-3-hydroxy-4-(trifluoromethyl)-1-octen-1-yl]-2,3,3a,9,10,10a-hexahydro-1H-benzo[b]cyclopenta[f]oxepin-6-carboxylic acid O[C@@H]1C[C@H]2[C@H](CCC3=C(O2)C=C(C=C3)C(=O)O)[C@H]1\C=C\[C@H]([C@@H](CCCC)C(F)(F)F)O